CC1=CN=C2N1N=C(C=C2NCC(=O)O)N2CCOCC2 (3-methyl-6-morpholinoimidazo[1,2-b]pyridazin-8-yl)glycine